C(C)OP(=O)(OCC)CS(=NC([O-])=O)(=O)C1=CC=C(C=C1)F N-{[(diethoxyphosphoryl)methyl](4-fluorophenyl)oxo-λ6-sulfanylidene}carbamate